CC1=C(N=NN1C1CCN(CC1)C)NC1=NC=C(C(=N1)NCCCNC(=O)C1CCC1)C(F)(F)F N-(3-((2-((5-methyl-1-(1-Methylpiperidin-4-yl)-1H-1,2,3-triazol-4-yl)amino)-5-(trifluoromethyl)pyrimidin-4-yl)amino)propyl)cyclobutanecarboxamide